2-amino-3-((4-methylpiperazin-1-yl)methyl)pyridin NC1=NC=CC=C1CN1CCN(CC1)C